1,3-diphenyl-triazene C1(=CC=CC=C1)N=NNC1=CC=CC=C1